3-[4-[4-(4-aminophenyl)piperazin-1-yl]anilino]piperidine-2,6-dione NC1=CC=C(C=C1)N1CCN(CC1)C1=CC=C(NC2C(NC(CC2)=O)=O)C=C1